7-Fluoro-indole-3-carboxaldehyde FC=1C=CC=C2C(=CNC12)C=O